Cl.C(C1=CC=CC=C1)N1CC=2C(=C(N=C(C2CC1)N1[C@H](CNCC1)C)OCC1N(CCC1)C)C#N 6-benzyl-1-((S)-2-methylpiperazin-1-yl)-3-((1-methylpyrrolidin-2-yl)methoxy)-5,6,7,8-tetrahydro-2,6-naphthyridine-4-carbonitrile hydrochloride